ClC1=CC=C2C=CN(C(C2=C1)=O)C(C)CC 7-chloro-N-sec-butylisoquinolin-1(2H)-one